6-fluoro-N-methyl-5-(4-((2-methyl-3-oxo-8-(phenylamino)-3,4-dihydroquinoxalin-6-yl)methyl)piperazin-1-yl)pyridine n-eicosyl-chloroformate C(CCCCCCCCCCCCCCCCCCC)OC(=O)Cl.FC1=C(C=CCN1C)N1CCN(CC1)CC=1C=C2NC(C(=NC2=C(C1)NC1=CC=CC=C1)C)=O